alpha-L-mannonic acid OC1([C@H](O)[C@H](O)[C@@H](O)[C@@H](O1)CO)O